N-[6-[2-(6-aminohexyl)phenyl]-5-[3-(3,3,3-trifluoro-2,2-dimethyl-propoxy)pyrazol-1-yl]-2-pyridyl]-6-fluoro-pyridine-2-sulfonamide NCCCCCCC1=C(C=CC=C1)C1=C(C=CC(=N1)NS(=O)(=O)C1=NC(=CC=C1)F)N1N=C(C=C1)OCC(C(F)(F)F)(C)C